2-carboxy-5,5-dimethylpiperidinium trifluoroacetate FC(C(=O)[O-])(F)F.C(=O)(O)C1[NH2+]CC(CC1)(C)C